5,10,15,20-tetracarboxyl-phenyl-porphyrin C(=O)(O)C=1C=CC=C(C1)C1=C2NC(=C1)C=C1C=CC(=N1)C(=C1C=CC(N1)=C(C=1C=CC(N1)=C2C(=O)O)C(=O)O)C(=O)O